4-[[(2R,3R,4R,5R)-3-[2-[(3,3-difluorocyclobutyl)methoxy]-3,4-difluoro-phenyl]-4,5-dimethyl-5-(trifluoromethyl)tetrahydrofuran-2-carbonyl]amino]pyridine-2-carboxamide FC1(CC(C1)COC1=C(C=CC(=C1F)F)[C@@H]1[C@@H](O[C@]([C@@H]1C)(C(F)(F)F)C)C(=O)NC1=CC(=NC=C1)C(=O)N)F